S(=O)(C1=CC=C(C=C1)N)(=O)[O-].[Ag+] silver sulfanilate